(R)-4-(5-chloro-7-((3-methylbutan-2-yl)amino)-[1,2,4]triazolo[1,5-a]pyrimidin-6-yl)-3,5-difluorobenzonitrile ClC1=NC=2N(C(=C1C1=C(C=C(C#N)C=C1F)F)N[C@H](C)C(C)C)N=CN2